7-bromo-2-(trifluoromethyl)quinoxaline BrC1=CC=C2N=CC(=NC2=C1)C(F)(F)F